thieno[3,4-c]quinoline-4(5H)-one C=1SC=C2C(NC=3C=CC=CC3C21)=O